6-[amino(4-chlorophenyl)(1-methyl-1H-imidazol-5-yl)methyl]-4-(3-chlorophenyl)-1-methyl-2(1H)-quinolinone NC(C=1C=C2C(=CC(N(C2=CC1)C)=O)C1=CC(=CC=C1)Cl)(C1=CN=CN1C)C1=CC=C(C=C1)Cl